NC1=NC(=C(C=C1C#N)C=1C=C2C(=NC=NC2=CC1)C)C1=CC=C(C=C1)F 2-amino-6-(4-fluorophenyl)-5-(4-methylquinazolin-6-yl)pyridine-3-carbonitrile